Ethyl (S)-3-(4-fluoro-2'-(hex-5-en-1-yl)-4',5,6'-trimethyl-[1,1'-biphenyl]-3-yl)-3-((R)-2-hydroxypent-4-enamido)propanoate FC1=C(C=C(C=C1C)C1=C(C=C(C=C1C)C)CCCCC=C)[C@H](CC(=O)OCC)NC([C@@H](CC=C)O)=O